FC(C(=O)O)(F)F.CN(C)CC1=NC=CC(=C1C(=O)OCC([C@H](C[C@H]1C(NCC1)=O)NC([C@@H](NC(=O)C=1NC2=CC=CC(=C2C1)OC)CC(C)C)=O)=O)C (3S)-3-({N-[(4-methoxy-1H-indol-2-yl)carbonyl]-L-leucyl}amino)-2-oxo-4-[(3S)-2-oxopyrrolidin-3-yl]butyl 2-[(dimethylamino)methyl]-4-methylpyridine-3-carboxylate, trifluoroacetate salt